ClC1=C(C=C2CCNCC2=C1)NC1=NC=C(C(=N1)C1=CC2=C(C(N(CCS2(=O)=O)C)=O)S1)C 7-(2-((7-chloro-1,2,3,4-tetrahydroisoquinolin-6-yl)amino)-5-methylpyrimidin-4-yl)-4-methyl-3,4-dihydrothieno[2,3-f][1,4]thiazepin-5(2H)-one 1,1-dioxide